3-((4-Methoxyphenyl)amino)-N-(2-(pyrrolidin-1-yl)ethyl)quinoxaline-2-carboxamide COC1=CC=C(C=C1)NC=1C(=NC2=CC=CC=C2N1)C(=O)NCCN1CCCC1